COC(=O)C=1C=C2C=CNC2=CC1NCCCBr 6-((3-bromopropyl)amino)-1H-indole-5-carboxylic acid methyl ester